(S)-4-(7-(4-cyanopyridin-2-yl)-5-iodo-7H-pyrrolo[2,3-d]pyrimidin-4-yl)-3-methylpiperazine-1-carboxylic acid tert-butyl ester C(C)(C)(C)OC(=O)N1C[C@@H](N(CC1)C=1C2=C(N=CN1)N(C=C2I)C2=NC=CC(=C2)C#N)C